sodium allyloxide C(C=C)OCC=C.[Na]